C(C)(=O)OC\C=C\CCCCCCCCC\C=C/CCCC (2E,13Z)-2,13-Octadecadien-1-ol acetate